C1=CC=CC=2C3=CC=CC=C3N(C12)CC(CN1S(CCC1)(=O)=O)O 1-carbazole-9-yl-3-(1,1-dioxo-isothiazolin-2-yl)-2-propanol